CC1=NN=C(C=2C=C3C(=CC12)CCN3C3COCC3)N[C@H](C)C=3SC=C(C3)C3=C(C=CC=C3)CNC 5-Methyl-N-((R)-1-(4-(2-((methylamino)methyl)phenyl)thiophen-2-yl)ethyl)-1-(tetrahydrofuran-3-yl)-2,3-dihydro-1H-pyrrolo[2,3-g]phthalazin-8-amine